N1C2=C(C=CC1)N=CC=C2 1H-pyrido[3,2-b]pyridine